NC1=NC=NC=2C3=C(\C(\C(C12)(C)C)=N/OC[C@@H]1CNC(O1)=O)C=C(C=C3)OCCO[Si](C)(C)C(C)(C)C (5S)-5-[[(Z)-[4-amino-8-[2-[tert-butyl(dimethyl)silyl]oxyethoxy]-5,5-dimethyl-benzo[h]quinazolin-6-ylidene]amino]oxymethyl]oxazolidin-2-one